OC1=CC=C(C=C1)C(=C(CC)C1=CC=C(C=C1)O)C1=CC=C(C=C1)N1CCN(CC1)CC1=CC=C(C=C1)N1C(NC(CC1)=O)=O 1-(4-((4-(4-(1,2-di(4-hydroxyphenyl)but-1-en-1-yl)phenyl)piperazin-1-yl)methyl)phenyl)dihydropyrimidine-2,4(1H,3H)-dione